5-[16-(4-tert-butylphenyl)-12-ethyl-8,11,13,14,16-pentaazatetracyclo[8.6.0.02,7.011,15]Hexadec-1(10),2,4,6,8,12,14-heptaen-4-yl]-N-methylpyridine-2-amine C(C)(C)(C)C1=CC=C(C=C1)N1C2=NN=C(N2C=2C=NC3=CC=C(C=C3C12)C=1C=CC(=NC1)NC)CC